(E)-3-(4-((4-aminophenyl)(phenyl)amino)phenyl)-2-cyanoacrylic acid NC1=CC=C(C=C1)N(C1=CC=C(C=C1)/C=C(/C(=O)O)\C#N)C1=CC=CC=C1